7-(PYRAZOL-5-YL)-INDOL N1N=CC=C1C=1C=CC=C2C=CNC12